7-amino-6-methoxy-3,4-dihydro-2H-isoquinolin-1-one NC1=C(C=C2CCNC(C2=C1)=O)OC